N-([4,4'-bipyridyl]-2-yl)cinnamamide NICKEL [Ni].N1=C(C=C(C=C1)C1=CC=NC=C1)NC(C=CC1=CC=CC=C1)=O